FC1=CC=C(C=C1)C1=NOC(=N1)C1CCN(CC1)C(CC1=NN(C=N1)C)=O 1-(4-(3-(4-fluorophenyl)-1,2,4-oxadiazol-5-yl)piperidin-1-yl)-2-(1-methyl-1H-1,2,4-triazol-3-yl)ethan-1-one